5-(2-chloro-3-fluorophenyl)-3-((2-methoxyphenethyl)amino)-4H-benzo[e][1,2,4]thiadiazine 1,1-dioxide ClC1=C(C=CC=C1F)C1=CC=CC2=C1NC(=NS2(=O)=O)NCCC2=C(C=CC=C2)OC